tert-butyl 4-(5-(phenoxymethyl)-1H-pyrazol-1-yl)piperidine-1-carboxylate O(C1=CC=CC=C1)CC1=CC=NN1C1CCN(CC1)C(=O)OC(C)(C)C